C1(=CC=CC=C1)C1=NC(=CC=C1C1=C(C#N)C(=C(C(=C1N1C2=C(C3=CC=CC=C13)C=CN=C2)N2C1=C(C3=CC=CC=C23)C=CN=C1)N1C2=C(C3=CC=CC=C13)C=CN=C2)N2C1=C(C3=CC=CC=C23)C=CN=C1)C1=CC=CC=C1 2-(2,6-diphenylpyridin-3-yl)-3,4,5,6-tetrakis(9H-pyrido[3,4-b]indol-9-yl)benzonitrile